4-(4,4-dimethyl-3-(6-(3-(oxazol-2-yl)propyl)pyridin-3-yl)-5-oxo-2-thioxoimidazolidin-1-yl)-3-fluoro-2-(trifluoromethyl)benzonitrile CC1(N(C(N(C1=O)C1=C(C(=C(C#N)C=C1)C(F)(F)F)F)=S)C=1C=NC(=CC1)CCCC=1OC=CN1)C